C(CCCCCCCCCCC)(=O)OC[C@@H](OC(CCCCCCCCCCC)=O)COP(=O)(O)OC[C@H](N)C(=O)O 1,2-didodecanoyl-sn-glycero-3-phosphoserine